C(C#CC)(=O)N1C2CN(CC2C1)C1=C2C(=C(NC2=C(C=C1F)C(=O)N)C)C 4-(6-(but-2-ynoyl)-3,6-diazabicyclo[3.2.0]heptan-3-yl)-5-fluoro-2,3-dimethyl-1H-indole-7-carboxamide